S1(=O)(=O)OOOO1 peroxy monosulfate